2-Bromo-6-((2-chloro-5-fluorophenyl)methyl)-N-methylaniline BrC1=C(NC)C(=CC=C1)CC1=C(C=CC(=C1)F)Cl